C(C=CC=CC=CC=C)=O 13Z-nonatetraenal